N-(2-(4-(6-azaspiro[2.5]octan-6-yl)piperidine-1-yl)-5-((6-((R)-3-(3-chloro-2-fluorophenyl)isoxazolidine-2-yl)pyrimidine-4-yl)amino)-4-methoxyphenyl)acrylamide C1CC12CCN(CC2)C2CCN(CC2)C2=C(C=C(C(=C2)OC)NC2=NC=NC(=C2)N2OCC[C@@H]2C2=C(C(=CC=C2)Cl)F)NC(C=C)=O